2-{2-chloro-6-[(3R)-3-methylmorpholin-4-yl]pyridin-4-yl}-2-methyl-propanenitrile ClC1=NC(=CC(=C1)C(C#N)(C)C)N1[C@@H](COCC1)C